C(C)C1=C2C(=CC(=CC2=CC=C1F)O)C1=C(C=2N=C(N=C(C2C=N1)N(C)[C@H]1[C@@H](C1)F)OC[C@]12CCCN2C[C@@H](C1)F)F 5-ethyl-6-fluoro-4-(8-fluoro-4-((trans-2-fluorocyclopropyl)(methyl)amino)-2-(((2R,7aS)-2-fluorotetrahydro-1H-pyrrolizin-7a(5H)-yl)methoxy)pyrido[4,3-d]pyrimidin-7-yl)naphthalen-2-ol